((2S,3R,6R)-2,6-Dimethyl-3-(((5-(trifluoromethyl)pyrimidin-2-yl)amino)methyl)morpholino)(4-(5-fluoropyrimidin-2-yl)-5-methyl-1-(methyl-d3)-1H-pyrazol-3-yl)methanone C[C@@H]1O[C@@H](CN([C@@H]1CNC1=NC=C(C=N1)C(F)(F)F)C(=O)C1=NN(C(=C1C1=NC=C(C=N1)F)C)C([2H])([2H])[2H])C